O=C1NC(CCC1N1C(N(C2=C1C=CC=C2N2CCC(CC2)N(C(OC(C)(C)C)=O)C)C)=O)=O tert-butyl (1-(1-(2,6-dioxopiperidin-3-yl)-3-methyl-2-oxo-2,3-dihydro-1H-benzo[d]imidazol-4-yl)piperidin-4-yl)(methyl)carbamate